CN(CCC1(C(C=C(C=C1)NC1=NC=C(C(=N1)C1=CNC2=C(C=CC=C12)F)C(F)(F)F)N)NCC)C 1-(2-(dimethylamino)ethyl)-N1-ethyl-N4-(4-(7-fluoro-1H-indol-3-yl)-5-(trifluoromethyl)pyrimidin-2-yl)benzene-1,2,4-triamine